COC(/C(/C1=C(C=CC=C1)CBr)=N/OC)=O.ClC=1OC(=C(N1)C)COC1OCCCC1 2-chloro-4-methyl-5-(((tetrahydro-2H-pyran-2-yl)oxy)methyl)oxazole (E)-methyl-2-(2'-bromomethylphenyl)-methoxyiminoacetate